[K+].C(C)(C)(C)C=1C(=CC(=C(C(=O)[O-])C1)C)O 5-tert-butyl-4-hydroxy-2-methylbenzoic acid, potassium salt